N-(4-((1,1-dioxidobenzo[d]isothiazol-3-yl)oxy)phenyl)-2-(thiophene-3-yl)acetamide O=S1(N=C(C2=C1C=CC=C2)OC2=CC=C(C=C2)NC(CC2=CSC=C2)=O)=O